The molecule is a branched amino oligosaccharide (tetradecasaccharide) consisting of a linear trisaccharide unit of beta-D-mannose, N-acetyl-beta-D-glucosamine and N-acetyl-D-glucosamine residues, connected by (1->3) linkages, to the beta-D-mannose residue of which are linked (1->3) and (1->6) alpha-D-mannose residues, the one at O-2 being substituted at O-2 by an N-acetyl-beta-D-glucosaminyl-(1->3)-beta-D-galactosyl-(1->4)-N-acetyl-beta-D-glucosaminyl trisaccharide unit and the one at O-6 being substituted also at both O-2 and O-6 by N-acetyl-beta-D-glucosaminyl-(1->3)-beta-D-galactosyl-(1->4)-N-acetyl-beta-D-glucosaminyl trisaccharide units. CC(=O)N[C@@H]1[C@H]([C@@H]([C@H](O[C@H]1O[C@H]2[C@H]([C@H](O[C@H]([C@@H]2O)O[C@@H]3[C@H](O[C@H]([C@@H]([C@H]3O)NC(=O)C)OC[C@@H]4[C@H]([C@@H]([C@@H]([C@H](O4)OC[C@@H]5[C@H]([C@@H]([C@@H]([C@@H](O5)O[C@@H]6[C@H](O[C@H]([C@@H]([C@H]6O)NC(=O)C)O[C@@H]7[C@H](OC([C@@H]([C@H]7O)NC(=O)C)O)CO)CO)O)O[C@@H]8[C@H]([C@H]([C@@H]([C@H](O8)CO)O)O)O[C@H]9[C@@H]([C@H]([C@@H]([C@H](O9)CO)O[C@H]1[C@@H]([C@H]([C@H]([C@H](O1)CO)O)O[C@H]1[C@@H]([C@H]([C@@H]([C@H](O1)CO)O)O)NC(=O)C)O)O)NC(=O)C)O)O[C@H]1[C@@H]([C@H]([C@@H]([C@H](O1)CO)O[C@H]1[C@@H]([C@H]([C@H]([C@H](O1)CO)O)O[C@H]1[C@@H]([C@H]([C@@H]([C@H](O1)CO)O)O)NC(=O)C)O)O)NC(=O)C)O)O)CO)CO)O)CO)O)O